4-Chloro-5-[4-[(4-fluoro-2-methylphenyl)methyl]piperazin-1-yl]-2,3-dihydropyridazin-3-one ClC=1C(NN=CC1N1CCN(CC1)CC1=C(C=C(C=C1)F)C)=O